NCCOCCOC=1C=C2CN(C(C2=CC1)=O)[C@@H]1C(NC(CC1)=O)=O (3S)-3-[5-[2-(2-aminoethoxy)ethoxy]-1-oxo-isoindolin-2-yl]piperidine-2,6-dione